(R)-2-methyl-N-((3S,4S)-3-methyl-2-oxa-8-azaspiro[4.5]dec-4-yl)propane-2-sulfinamide CC(C)(C)[S@@](=O)N[C@@H]1[C@@H](OCC12CCNCC2)C